ClC=1C(=C(C(=CC1)N1N=NN=C1)C1=CC(N2[C@@H](CC[C@@H]2C1)C(=O)OCC(=O)C=1SC(=CN1)CO[Si](C)(C)C(C)(C)C)=O)F 2-(5-(((tert-butyldimethylsilyl)oxy)methyl)thiazol-2-yl)-2-oxoethyl (3S,8aR)-7-(3-chloro-2-fluoro-6-(1H-tetrazol-1-yl)phenyl)-5-oxo-1,2,3,5,8,8a-hexahydroindolizine-3-carboxylate